C(CCC)C(C(=O)OCCCCCCOCC(COCCOCCOCCOCCOC(CNCCOC(CNCCOC)=O)=O)OCCCCCCOC(C(CCCCCC)CCCC)=O)CCCCCC 6-[2-[6-(2-butyloctanoyloxy)hexoxy]-3-[2-[2-[2-[2-[2-[2-[2-(2-methoxyethylamino)acetyl]oxyethylamino]acetyl]oxyethoxy]ethoxy]ethoxy]ethoxy]propoxy]hexyl 2-butyloctanoate